2-bromo-1-(4-bromo-2-ethylsulfonyl-phenyl)ethanone BrCC(=O)C1=C(C=C(C=C1)Br)S(=O)(=O)CC